C1=CC=CC=2C3=CC=CC=C3C(C12)COC(=O)N[C@H](C(=O)O)CC1=CC=C(C=C1)C1=CC=C(C=C1)NC(C)=O (S)-2-((((9H-fluoren-9-yl)methoxy)carbonyl)amino)-3-(4'-acetamido-[1,1'-biphenyl]-4-yl)propanoic acid